3-cyano-3-(2,3-dimethylbutyryl)piperidine-1-carboxylic acid tert-butyl ester C(C)(C)(C)OC(=O)N1CC(CCC1)(C(C(C(C)C)C)=O)C#N